2-Amino-5-fluoro-4-(5-fluoro-3-((1-((4-(fluoromethylidene)piperidin-1-yl)methyl)cyclopropyl)methoxy)-7,9-dihydrofuro[3,4-f]quinazolin-6-yl)benzo[b]thiophene-3-carbonitrile NC1=C(C2=C(S1)C=CC(=C2C=2C1=C(C=3C=NC(=NC3C2F)OCC2(CC2)CN2CCC(CC2)=CF)COC1)F)C#N